C1(CCCCC1)C=1C=C(C=C(C1)C1CCCCC1)N(C1=C(C=C(C(=O)O)C=C1)C)C 4-((3,5-dicyclohexylphenyl)(methyl)amino)-3-methylbenzoic acid